tert-butyl (2R,4R)-2-[(4-tert-butylphenyl)-[2-(cyclohexylamino)-2-oxo-1-(3-pyridyl)ethyl]carbamoyl]-4-methyl-pyrrolidine-1-carboxylate C(C)(C)(C)C1=CC=C(C=C1)N(C(=O)[C@@H]1N(C[C@@H](C1)C)C(=O)OC(C)(C)C)C(C(=O)NC1CCCCC1)C=1C=NC=CC1